trans-4-(tert-butyl)cyclohexyl ((4-nitrophenoxy)(phenoxy) phosphoryl)-L-alaninate [N+](=O)([O-])C1=CC=C(OP(=O)(OC2=CC=CC=C2)N[C@@H](C)C(=O)O[C@@H]2CC[C@H](CC2)C(C)(C)C)C=C1